BrC1=CC(=C(C(=C1)NC[C@H]1OCC1)NC(CCl)=O)C (S)-N-(4-bromo-2-methyl-6-((oxetan-2-ylmethyl)amino)phenyl)-2-chloroacetamide